1,4-bis(phenoxybenzoyl)benzene O(C1=CC=CC=C1)C1=C(C(=O)C2=CC=C(C=C2)C(C2=C(C=CC=C2)OC2=CC=CC=C2)=O)C=CC=C1